ClC1=C(CSSCC=2C(=NOC2C)C)C(=CC=C1)Cl 4-(((2,6-dichlorobenzyl)disulfanyl)methyl)-3,5-dimethylisoxazole